(2R,3S,4R,5R)-5-(4-amino-5-ethynyl-7H-pyrrolo[2,3-d]pyrimidin-7-yl)-2-(((2-aminoquinolin-7-yl)oxy)methyl)-3-methyltetrahydrofuran-3,4-diol NC=1C2=C(N=CN1)N(C=C2C#C)[C@H]2[C@@H]([C@@]([C@H](O2)COC2=CC=C1C=CC(=NC1=C2)N)(O)C)O